6-(3,3-dimethyl-4-phenylpiperidine-1-carbonyl)-1H-pyrazin-2-one CC1(CN(CCC1C1=CC=CC=C1)C(=O)C1=CN=CC(N1)=O)C